NC=1C=C2C(=CNC2=C(C1)O)C1=CC=C(C=C1)CNC(C1=C(C=CC=C1)OC)=O 5-amino-3-[4-[[(2-methoxybenzoyl)amino]methyl]phenyl]-1H-indol-7-ol